gamma-glycidoxy-propyldimethylmethoxysilane C(C1CO1)OCCC[Si](OC)(C)C